2-amino-5-azido-N-(prop-2-yn-1-yl)benzamide NC1=C(C(=O)NCC#C)C=C(C=C1)N=[N+]=[N-]